BrC1=NC=C(C(=N1)C)O[C@@H]1C[C@H](CCC1)C(=O)OC methyl (1S,3S)-3-((2-bromo-4-methylpyrimidin-5-yl)oxy)cyclohexane-1-carboxylate